ClC1=CC=C(C=N1)CCN[C@H](C1=CC=CC=C1)[C@H]1CNC2=C(N1)N=CC(=C2)C=2C=NN(C2)C 2-(6-chloropyridin-3-yl)-N-((R)-((R)-7-(1-methyl-1H-pyrazol-4-yl)-1,2,3,4-tetrahydropyrido[2,3-b]pyrazin-3-yl)(phenyl)methyl)ethanamine